16-(methylsulfonamido)hexadecanoic acid CS(=O)(=O)NCCCCCCCCCCCCCCCC(=O)O